methyl 1-propyl-5-(9-((2-(trimethylsilyl)ethoxy)carbonyl)-4,5-dihydrobenzo[b]thieno[2,3-d]oxepin-8-yl)-1H-indazole-4-carboxylate C(CC)N1N=CC=2C(=C(C=CC12)C=1C(=CC2=C(OCCC3=C2SC=C3)C1)C(=O)OCC[Si](C)(C)C)C(=O)OC